N1C=C(C2=CC=CC=C12)NC1=NC=NC(=C1)NC N4-(1H-indol-3-yl)-N6-methylpyrimidine-4,6-diamine